(5aS,8aS)-octahydro-2H-cyclopenta[b][1,4]oxazepin-4-one O1[C@@H]2[C@@H](NC(CC1)=O)CCC2